(3-(o-tolyloxy)propyl)pyrimidin-4-amine C1(=C(C=CC=C1)OCCCC1=NC=CC(=N1)N)C